FCCCCCCCCCC[Si] fluorodecyl-silicon